[(oxolan-3-yl)oxy]-1,2-dihydroquinoline-3-carboxamide O1CC(CC1)ON1CC(=CC2=CC=CC=C12)C(=O)N